C(CCCCCCCCC)C(C(=O)[O-])(C(=O)[O-])CCCCCCCCCC.[Li+].[Na+] sodium lithium 2,2-didecylmalonate